C1(CC1)N1CCN(CC1)C1CCN(CC1)C1=C(C=C(C(=C1)OC)NC1=NC=NC(=C1)N1OCCC1C1=CC(=CC=C1)C=1C=NN(C1)C)NC(C=C)=O N-(2-(4-(4-cyclopropylpiperazin-1-yl)piperidin-1-yl)-4-methoxy-5-((6-(3-(3-(1-methyl-1H-pyrazol-4-yl)phenyl)isoxazolidin-2-yl)pyrimidin-4-yl)amino)phenyl)acrylamide